COC1=C(C=C2C(=NC=3N(C2=C1)C=CN3)NC(C)C3=CC(=CC(=C3)C(F)(F)F)[N+](=O)[O-])OC3COCC3 [8-methoxy-7-(tetrahydro-furan-3-yloxy)-imidazo[1,2-a]quinazolin-5-yl]-[1-(3-nitro-5-trifluoromethyl-phenyl)-ethyl]-amine